5-bromo-N-[3-chloro-4-[4-(piperidine-4-carbonyl)piperazine-1-carbonyl]phenyl]-1-methyl-imidazole-2-carboxamide BrC1=CN=C(N1C)C(=O)NC1=CC(=C(C=C1)C(=O)N1CCN(CC1)C(=O)C1CCNCC1)Cl